FC=1C=C(C=C(C1OC1=C2C(=NC=C1)N(C=C2C(F)(F)F)COCC[Si](C)(C)C)F)NC(=O)NCC2(COC2)C(C)C 1-(3,5-difluoro-4-{[3-(trifluoromethyl)-1-{[2-(trimethylsilyl)ethoxy]methyl}-1H-pyrrolo[2,3-b]pyridin-4-yl]oxy}phenyl)-3-{[3-(propan-2-yl)oxetan-3-yl]methyl}urea